N-(3-cyano-1H-indol-7-yl)-2-(2-hydroxy-2-methylpropoxy)-1-methyl-1H-imidazole-5-sulfonamide C(#N)C1=CNC2=C(C=CC=C12)NS(=O)(=O)C1=CN=C(N1C)OCC(C)(C)O